C(C)(C)(C)OC(=O)N1CC(C(=CC1)N1CCC(CC1)CC1=C2CCN(C2=CC=C1)C(=O)OCC1=CC=CC=C1)(F)F benzyl 4-({1-[1-(tert-butoxycarbonyl)-3,3-difluoro-2,6-dihydropyridin-4-yl]piperidin-4-yl}methyl)-2,3-dihydroindole-1-carboxylate